C(C)(C)C1N2C(C3=CC(=C(C=C3C1)C=1C=NNC1)OC)=CC(C(=C2)C(=O)O)=O 6-isopropyl-10-methoxy-2-oxo-9-(1H-pyrazol-4-yl)-6,7-dihydro-2H-pyrido[2,1-a]isoquinoline-3-carboxylic acid